FC1(CC(CC1)CN1N=CNC1)F [(3,3-difluorocyclopentyl)methyl]-2,4-dihydro-3H-1,2,4-triazol